8-chloro-9-(dimethylamino)-2-isopropyl-10H-benzo[b]1,8-naphthyridin-5-one ClC=1C=CC2=C(NC=3N=C(C=CC3C2=O)C(C)C)C1N(C)C